FC(OC1=C(C=CC(=C1)C(F)(F)F)C=1N=NC(=C2C1C=NC=C2)N[C@H]2CN(CCC2)C)F 4-[2-(difluoromethoxy)-4-(trifluoromethyl)phenyl]-N-[(3R)-1-methylpiperidin-3-yl]pyrido[3,4-d]pyridazin-1-amine